1-hydroxy-2,5-dioxopyrrolidine-3-sulfonic acid ON1C(C(CC1=O)S(=O)(=O)O)=O